CC1(CC(=CC=C1)N=NC1=CC=CC=C1)C 3,3-dimethylazobenzene